4-cyano-4-(phenylthiothiothiothio)pentanoic acid C(#N)C(CCC(=O)O)(C)SSSSC1=CC=CC=C1